CC=1C(=C(N=NC1C(F)(F)F)N1CCC2(CC2)CC1)C(=O)NC1=CC(=CC=C1)S(=O)(=N)C 5-methyl-N-(3-(S-methylsulfonimidoyl)phenyl)-3-(6-azaspiro[2.5]octan-6-yl)-6-(trifluoromethyl)pyridazine-4-carboxamide